(R)-(6-(3-chloro-1H-pyrrolo[2,3-b]pyridin-5-yl)-8-(morpholine-3-yl)-3,4-dihydroisoquinolin-2(1H)-yl)(4-hydroxytetrahydro-2H-pyran-4-yl)methanone ClC1=CNC2=NC=C(C=C21)C=2C=C1CCN(CC1=C(C2)[C@H]2NCCOC2)C(=O)C2(CCOCC2)O